2-methylpropan-2-yl 4-oxohexahydropyridine-1-carboxylate O=C1CCN(CC1)C(=O)OC(C)(C)C